2,2-dimethyl-3-[[1-[2-[methyl-[2-(4-methylphenoxy)ethyl]amino]-2-oxo-ethyl]pyrazol-4-yl]amino]-3-oxo-propanoic acid CC(C(=O)O)(C(=O)NC=1C=NN(C1)CC(=O)N(CCOC1=CC=C(C=C1)C)C)C